2-sulfooxyphenylalanine S(=O)(=O)(O)OC1=C(C[C@H](N)C(=O)O)C=CC=C1